FC=1C=C2C(CC3(NC2=CC1)CCN(CC3)C(=O)NCC3=C(C=C(C=C3)F)O)=O 6'-fluoro-N-(4-fluoro-2-hydroxybenzyl)-4'-oxo-3',4'-dihydro-1'H-spiro[piperidine-4,2'-quinoline]-1-carboxamide